N-(3-(2-cyanopropan-2-yl)-5-(pyridin-4-yloxy)phenyl)-2-fluoro-4-methylbenzamide C(#N)C(C)(C)C=1C=C(C=C(C1)OC1=CC=NC=C1)NC(C1=C(C=C(C=C1)C)F)=O